3,3-difluoro-(S)-4-methyl-7-(methylsulfanyl)-1,2,3,4-tetrahydroquinolin-2-one FC1(C(NC2=CC(=CC=C2[C@@H]1C)SC)=O)F